3-[(1S)-1-aminoethyl]-6-chloroquinolin-2(1H)-one hydrochloride Cl.N[C@@H](C)C=1C(NC2=CC=C(C=C2C1)Cl)=O